N-((S)-(6-fluoro-2-methylpyridin-3-yl)(1-(1-(trifluoromethyl)cyclopropyl)-1H-1,2,3-triazol-4-yl)methyl)-2-methylpropane-2-sulfinamide FC1=CC=C(C(=N1)C)[C@H](NS(=O)C(C)(C)C)C=1N=NN(C1)C1(CC1)C(F)(F)F